C(CCCCCCC)N(C(CCl)=O)CCCCCCCC N,N-dioctyl-2-chloroacetamide